(1R,2S)-N-(6-(5-chloro-6-fluoro-7-isopropyl-1H-indazol-4-yl)imidazo[1,2-a]pyrazin-2-yl)-2-fluorocyclopropane-1-carboxamide ClC=1C(=C2C=NNC2=C(C1F)C(C)C)C=1N=CC=2N(C1)C=C(N2)NC(=O)[C@@H]2[C@H](C2)F